5-[(E)-3,3-diethoxyprop-1-enyl]-2-methyl-pyridine C(C)OC(/C=C/C=1C=CC(=NC1)C)OCC